(4-(5-methylthiophen-2-yl)phenyl)ethan-1-one CC1=CC=C(S1)C1=CC=C(C=C1)C(C)=O